C1(=CC=CC=C1)COC1=CC=C(C=C1)N(C(=O)C1=C(N(C(=C1)C1=C(C=CC(=C1)Cl)C(=O)N1CC2=CC=CC=C2C[C@H]1CN1CCOCC1)C)C)CC1=C(C=CC=C1)C#N N-[4-(phenylmethoxy)phenyl]-5-(5-chloro-2-{[(3S)-3-(morpholin-4-ylmethyl)-3,4-dihydroisoquinolin-2(1H)-yl]carbonyl}phenyl)-N-(2-cyanobenzyl)-1,2-dimethyl-1H-pyrrole-3-carboxamide